N1-(4-amino-1,3-dihydrofuro[3,4-c]pyridin-7-yl)-N2-(1-(benzo[d]thiazol-5-yl)ethyl)-N2-((tetrahydro-2H-pyran-4-yl)methyl)oxalamide NC1=NC=C(C2=C1COC2)NC(C(=O)N(CC2CCOCC2)C(C)C=2C=CC1=C(N=CS1)C2)=O